(R)-N-(4-isopropyl-1-methyl-3-(4-(trifluoromethoxy)phenyl)-1H-pyrazol-5-yl)-2-(2,2,3,3-tetrafluorocyclobutyl)acetamide C(C)(C)C=1C(=NN(C1NC(C[C@H]1C(C(C1)(F)F)(F)F)=O)C)C1=CC=C(C=C1)OC(F)(F)F